ClC1=CC(=C(COC2=NC(=CC=C2)C=2CCNCC2)C=C1)F 2-(4-chloro-2-fluorobenzyloxy)-6-(1,2,3,6-tetrahydropyridin-4-yl)pyridine